COC(=O)C=1N=C(N2C1[C@H](N(CC2)C(C2=CC=C(C=C2)F)=O)C)C2=NC(=NS2)C (R)-7-(4-fluorobenzoyl)-8-methyl-3-(3-methyl-1,2,4-thiadiazol-5-yl)-5,6,7,8-tetrahydroimidazo[1,5-a]pyrazine-1-carboxylic acid methyl ester